ClC1=C(CNC(=O)C2C=3C=CC=NC3C3(CC2)OC3)C(=CC(=C1)Cl)C N-(2,4-dichloro-6-methylbenzyl)-6',7'-dihydro-5'H-spiro[oxirane-2,8'-quinoline]-5'-carboxamide